4-(4-aminobutanamido)-2-(3-aminoprop-1-yn-1-yl)benzamide NCCCC(=O)NC1=CC(=C(C(=O)N)C=C1)C#CCN